(1S,3R,4S)-2-((3-chlorophenyl)-L-leucyl)-N-((S)-1-cyano-2-((S)-2-oxopyrrolidin-3-yl)ethyl)-5,5-difluoro-2-azabicyclo[2.2.2]octane-3-carboxamide ClC=1C=C(C=CC1)N[C@@H](CC(C)C)C(=O)N1[C@@H]2CC([C@H]([C@@H]1C(=O)N[C@@H](C[C@H]1C(NCC1)=O)C#N)CC2)(F)F